C(C)OC1=C(C=C2CCN=C(C2=C1)CSC1=CNC2=CC=C(C=C12)OC)OC (R)-7-ethoxy-6-methoxy-1-(((5-methoxy-1H-indol-3-yl)thio)methyl)-3,4-dihydroisoquinoline